BrC1=C(C(N(C1=O)CC1=C(C=C(C=C1)OC)OC)=O)C1=CN(C2=CC=C(C=C12)F)C(=O)OC(C)(C)C tert-butyl 3-[4-bromo-1-(2,4-dimethoxybenzyl)-2,5-dioxo-2,5-dihydro-1H-pyrrol-3-yl]-5-fluoro-1H-indole-1-carboxylate